3-(4'-chloro-2'-carboxyanilino)-4-hydroxybenzoic acid ethyl ester C(C)OC(C1=CC(=C(C=C1)O)NC1=C(C=C(C=C1)Cl)C(=O)O)=O